N[C@@H]1C[C@H](CC12CCN(CC2)C2=C(N=C1C(=N2)NN=C1C1=C(C2=C(N(N=C2C=C1)C)Cl)Cl)CO)F {6-[(1r,3s)-1-amino-3-fluoro-8-azaspiro[4.5]dec-8-yl]-3-(3,4-dichloro-2-methyl-2H-indazol-5-yl)-1H-pyrazolo[3,4-b]pyrazin-5-yl}methanol